FC1=C(C=C2C(NC3=C(S2)C=CC=C3)=O)C(=CC(=C1)F)F 2-(2,4,6-trifluorobenzylidene)-2H-benzo[b][1,4]thiazin-3(4H)-one